[8-[2-(dimethylamino)-2-methyl-propyl]-6-ethoxycarbonyl-5-oxo-1,8-naphthyridin-3-yl]boronic acid CN(C(CN1C=C(C(C=2C=C(C=NC12)B(O)O)=O)C(=O)OCC)(C)C)C